N[N+](=O)[O-].N[N+](=O)[O-].[Cu] copper dinitramide